1-(2-(6,7-dihydro-5H-pyrazolo[5,1-b][1,3]thiazine-3-carbonyl)-2-azaspiro[3.3]heptan-6-yl)-3-(3-(trifluoromethyl)phenyl)urea N1=CC(=C2SCCCN21)C(=O)N2CC1(C2)CC(C1)NC(=O)NC1=CC(=CC=C1)C(F)(F)F